C12CC(CC(CC1)N2)C2=C1C(=NC=C2F)NC=C1 4-(8-azabicyclo[3.2.1]octan-3-yl)-5-fluoro-1H-pyrrolo[2,3-b]pyridine